BrC=1C(=C2C=NN(C2=CC1)C([2H])([2H])[2H])Cl 5-bromo-4-chloro-1-(methyl-d3)-1H-indazole